bis-[2-(mesitylenesulfonyl)phenyl]urea C1(=C(C(=CC(=C1)C)C)S(=O)(=O)C1=C(C=CC=C1)NC(NC1=C(C=CC=C1)S(=O)(=O)C1=C(C=C(C=C1C)C)C)=O)C